FC=1C=2CCCC2C(=C2CCCC12)NC(=O)N[S@@](=O)(=N)C=1C=NN2C1OC[C@H](C2)NC (S,6S)-N-((8-fluoro-1,2,3,5,6,7-hexahydro-s-indacen-4-yl)carbamoyl)-6-(methylamino)-6,7-dihydro-5H-pyrazolo[5,1-b][1,3]oxazine-3-sulfonimidamide